Cl.FC=1C(=C2C=CN=CC2=CC1)CNC1CC(C1)OC1=CC=C(C=C1)C(F)(F)F (1r,3r)-N-((6-fluoroisoquinolin-5-yl)methyl)-3-(4-(trifluoromethyl)phenoxy)cyclobutan-1-amine hydrochloride